ClC1=NC(=NC(=C1OC1=C(C=CC=C1)OC)Cl)CC1=CC(=CC=C1)Cl 4,6-Dichloro-2-(3-chlorobenzyl)-5-(2-methoxyphenoxy)pyrimidine